5,6-dichloroisoindoline-1,1,3,3-d4 ClC=1C=C2C(NC(C2=CC1Cl)([2H])[2H])([2H])[2H]